C(C)OC(=O)C1=NN(C(=C1)C(=O)OCC)C(CN)C 1-(1-aminopropane-2-yl)-1H-pyrazole-3,5-dicarboxylic acid diethyl ester